1-(4-fluorophenyl)-2-methylpropan-1-ol FC1=CC=C(C=C1)C(C(C)C)O